8-butyl-4-methyl-1-oxaspiro[4.5]decan-2-one C(CCC)C1CCC2(C(CC(O2)=O)C)CC1